[2-hydroxy-6-methyl-4-(trifluoromethyl)phenyl]boronic acid OC1=C(C(=CC(=C1)C(F)(F)F)C)B(O)O